ethyl 1-amino-3-(benzyloxy)-4-oxo-1,4-dihydropyridine-2-carboxylate NN1C(=C(C(C=C1)=O)OCC1=CC=CC=C1)C(=O)OCC